C(=O)C=1NC2=C(C=CC=C2C1)C#N 2-Formyl-1H-indole-7-carbonitrile